CC1=CC=C(C=C1)S(=O)(=O)O.ClC1=CC(=C(C=C1)C1(OC2=C(O1)C=CC=C2N2[C@@H]1CC[C@@H]1NCC2)C)F |r| rac-(1R,6S)-2-(2-(4-chloro-2-fluorophenyl)-2-methylbenzo[d][1,3]dioxol-4-yl)-2,5-diazabicyclo[4.2.0]octane para-toluensulfonate